N[C@@H]1CC2=CC=CC(=C2CC1)OC (S)-2-amino-5-methoxy-tetrahydronaphthalene